(R)-5-((((6-(2-chloro-3-(3-chloro-2-(3-methoxy-4-(((((S)-5-oxopyrrolidin-2-yl)methyl)amino)methyl)phenyl)pyridin-4-yl)phenyl)-2-methoxypyridin-3-yl)methyl)amino)methyl)pyrrolidin-2-one ClC1=C(C=CC=C1C1=C(C(=NC=C1)C1=CC(=C(C=C1)CNC[C@H]1NC(CC1)=O)OC)Cl)C1=CC=C(C(=N1)OC)CNC[C@H]1CCC(N1)=O